C(C)(C)(C)OC(=O)N(CC1CCC1)CC=1N(C2=CC(=CC=C2C1)CNC(=O)C=1N=C2N(N=CC=C2)C1)C(=O)OC(C)(C)C Tert-butyl 2-(((tert-butoxycarbonyl) (cyclobutylmethyl) amino) methyl)-6-((imidazo[1,2-b]pyridazine-2-carboxamido) methyl)-1H-indole-1-carboxylate